FC1(C2CN(CC12)CCCCC(=O)O)F 5-{6,6-difluoro-3-azabicyclo[3.1.0]hexan-3-yl}pentanoic acid